tris(tert-butoxy)allyltin C(C)(C)(C)OC(C=C(OC(C)(C)C)OC(C)(C)C)[Sn]